ethyl 1-(((3-butyl-7-(ethylthio)-1,1-dioxido-5-phenyl-2,3,4,5-tetrahydro-1,2,5-benzothiadiazepin-8-yl)oxy)methyl)cyclopropane-1-carboxylate C(CCC)C1NS(C2=C(N(C1)C1=CC=CC=C1)C=C(C(=C2)OCC2(CC2)C(=O)OCC)SCC)(=O)=O